O=C1OC2(C=3C=NC=CC31)CCC(CC2)C(=O)N[C@@H](CCCCCC(CC)=O)C=2NC(=CN2)C2=CC=CC=C2 (1S,4r)-1'-Oxo-N-((S)-7-oxo-1-(5-phenyl-1H-imidazol-2-yl)nonyl)-1'H-spiro[cyclohexan-1,3'-furo[3,4-c]pyridin]-4-carboxamid